(1-(4-(5-(2,3-dihydro-1H-inden-4-yl)-6-methoxy-1H-pyrazolo[4,3-b]pyridin-3-yl)-1H-pyrazol-1-yl)-3-azabicyclo[3.1.0]hex-3-yl)-2-hydroxyethan-1-one C1CCC2=C(C=CC=C12)C1=C(C=C2C(=N1)C(=NN2)C=2C=NN(C2)C21CN(CC1C2)C(CO)=O)OC